(2s,4s)-8-(5-chloro-3-fluoropyridin-2-yl)-5-(4-chlorobenzyl)-N,N-dimethyl-6,9-dioxo-5,8-diazaspiro[3.5]nonane-2-carboxamide ClC=1C=C(C(=NC1)N1CC(N(C2(CC(C2)C(=O)N(C)C)C1=O)CC1=CC=C(C=C1)Cl)=O)F